O1CCN(CC1)C1=NC2=C(C=NC=C2C=C1)N 2-Morpholino-1,6-naphthyridin-8-amine